C(C)N([C@H]1CC[C@H](CC1)C(=O)OC)CC1=CC(=C(C=C1)[N+](=O)[O-])F cis-methyl 4-[ethyl-[(3-fluoro-4-nitro-phenyl)methyl]amino]cyclohexanecarboxylate